N[C@@H]1CN(CC1)C(=O)N1CCN(C2=CC=CC=C12)CC1=NC=CC=C1 (S)-(3-aminopyrrolidin-1-yl)(4-(pyridin-2-ylmethyl)-3,4-dihydroquinoxalin-1(2H)-yl)methanone